(2-((4s,5s)-5-(2-chlorobenzyl)-2,2-dimethyl-1,3-dioxolan-4-yl)ethoxy)(tert-butyl)dimethylsilane ClC1=C(C[C@H]2[C@@H](OC(O2)(C)C)CCO[Si](C)(C)C(C)(C)C)C=CC=C1